O1CCN(CC1)C1CCN(CC1)C1=CC=C(C=C1)NC=1N=C(C2=C(N1)C=CS2)N2N=CCC2C2=CC=CC=C2 N-(4-(4-morpholinopiperidin-1-yl)phenyl)-4-(5-phenyl-4,5-dihydro-1H-pyrazol-1-yl)thieno[3,2-d]pyrimidin-2-amine